(Z)-2-((E)-(3,3-dimethyl-1-(3-(trimethylammonio)propyl)indolin-2-ylidene)methyl)-3-oxo-4-((1,3,3-trimethyl-3H-indol-1-ium-2-yl)methylene)cyclobut-1-enolate monobromide monoiodide [I-].[Br-].CC1(/C(/N(C2=CC=CC=C12)CCC[N+](C)(C)C)=C\C1=C(/C(/C1=O)=C/C1=[N+](C2=CC=CC=C2C1(C)C)C)[O-])C.CC1(/C(/N(C2=CC=CC=C12)CCC[N+](C)(C)C)=C\C1=C(/C(/C1=O)=C/C1=[N+](C2=CC=CC=C2C1(C)C)C)[O-])C